1,1,1-tris(4-hydroxyphenyl)Ethan OC1=CC=C(C=C1)C(C)(C1=CC=C(C=C1)O)C1=CC=C(C=C1)O